ClC=1C(N(S(C1Cl)(=O)=O)C1=CC=C(C(=O)O)C=C1)=O 4-(4,5-dichloro-1,1-dioxido-3-oxoisothiazol-2(3H)-yl)benzoic acid